(5-isopropyl-1-methyl-pyrazol-4-yl)methanone C(C)(C)C1=C(C=NN1C)C=O